(R)-10-cyclohexyl-6,11-dimethyl-5,6,8,9,10,11-hexahydro-[1,2,5]thiadiazepino[7,6-b]phenanthridine-2-carboxylic acid 12,12-dioxide C1(CCCCC1)[C@H]1N(S(C2=CC=3C=4C=C(C=CC4CN(C3C=C2NC1)C)C(=O)O)(=O)=O)C